C(N)(O[C@@]1(C(CC2=CC(=CC=C12)C1=C(C=C(C=C1)OC)F)(C)C)[C@@H]1CN2CCC1CC2)=O (S)-quinuclidin-3-yl((R)-5-(2-fluoro-4-methoxyphenyl)-2,2-dimethyl-2,3-dihydro-1H-inden-1-yl) carbamate